2-(4-fluoro-2-isopropyl-6-(2-(((trifluoromethyl)sulfonyl)-oxy)pyridin-4-yl)phenyl)acetic acid methyl ester COC(CC1=C(C=C(C=C1C1=CC(=NC=C1)OS(=O)(=O)C(F)(F)F)F)C(C)C)=O